FC1=C(C=C(C(=C1)[C@H]1[C@H](CCC2=CC(=CC=C12)O)C1=CC=CC=C1)OC)N1CCC2(CC[C@@H](CO2)C=O)CC1 (S)-9-(2-fluoro-4-((1S,2S)-6-hydroxy-2-phenyl-1,2,3,4-tetrahydronaphthalen-1-yl)-5-methoxyphenyl)-1-oxa-9-azaspiro[5.5]undecane-3-carbaldehyde